Dichloronitrosobenzene C1=CC(=C(C(=C1)Cl)Cl)N=O